racemic-N-(5-methoxy-1H-pyrazol-3-yl)-1-(1-(pyridazin-3-yl)ethyl)-1H-pyrazolo[3,4-b]Pyrazin-6-amine COC1=CC(=NN1)NC1=CN=C2C(=N1)N(N=C2)[C@H](C)C=2N=NC=CC2 |r|